C(C)OC(=O)[C@@H]1N[C@H]1C1=CC=C(C=C1)OC (2R,3S)-3-(4-methoxyphenyl)aziridine-2-carboxylic acid ethyl ester